[N+](=O)([O-])C=1C=C(NC=2C(=NC=CN2)C#N)C=CC1C(F)(F)F 3-[3-nitro-4-(trifluoromethyl)anilino]pyrazine-2-carbonitrile